COC(CNCCC[C@H](C(C)C)N1CC2(C1)CN(CC2)C=2N=CN=NC2OC2=C(C(=O)N(C(C)C)CC)C=C(C=C2)F)COC 2-((5-(2-((3R)-6-((2,3-dimethoxypropyl)amino)-2-methylhex-3-yl)-2,6-diazaspiro[3.4]oct-6-yl)-1,2,4-triazin-6-yl)oxy)-N-ethyl-5-fluoro-N-isopropylbenzamide